1,2-Dipalmitoyl-sn-glycero-3-phosphorylglycerol sodium salt CCCCCCCCCCCCCCCC(=O)OC[C@H](COP(=O)([O-])OCC(CO)O)OC(=O)CCCCCCCCCCCCCCC.[Na+]